Ethyl {[1-(5-formylpyrazin-2-yl)piperidin-4-yl]oxy}acetate C(=O)C=1N=CC(=NC1)N1CCC(CC1)OCC(=O)OCC